1-methyl-5-(4-(trifluoromethoxy)phenyl)-1H-imidazole CN1C=NC=C1C1=CC=C(C=C1)OC(F)(F)F